(2-aminobenzo[d]thiazol-6-yl)-1-[2-(4-morpholinyl)ethyl]-3-(4-trifluoromethoxyphenyl)urea NC=1SC2=C(N1)C=CC(=C2)N(C(=O)NC2=CC=C(C=C2)OC(F)(F)F)CCN2CCOCC2